1-[(2,4-difluorophenyl)methyl]-5-[2-(2-isopropylpyrrolidin-1-yl)-2-oxoethyl]pyrrolidin-2-one FC1=C(C=CC(=C1)F)CN1C(CCC1CC(=O)N1C(CCC1)C(C)C)=O